IC=1C(C=CC(C1I)=O)=O 2,3-diiodo-1,4-benzoquinone